(2R,3R,5R,6R,7R,8R)-4-((R*)-6-(3-fluoro-2-methylphenyl)-5-(methoxycarbonyl)-2-(thiazol-2-yl)-3,6-dihydropyrimidin-4-yl)cubane-1-carboxylic Acid FC=1C(=C(C=CC1)[C@@H]1C(=C(NC(=N1)C=1SC=CN1)C12C3C4C5(C(C14)C2C53)C(=O)O)C(=O)OC)C